7-((4-(2-methyl-6-(ethylcarbamoyl)pyridin-3-yl)piperazin-1-yl)methyl)-6-fluoropyrazolo[1,5-a]quinoxalin-4(5H)-one CC1=NC(=CC=C1N1CCN(CC1)CC=1C(=C2NC(C=3N(C2=CC1)N=CC3)=O)F)C(NCC)=O